(S)-2-hydroxy-6-((1-(2-(hydroxymethyl)benzoyl)-piperidin-2-yl)methoxy)-benzaldehyde OC1=C(C=O)C(=CC=C1)OC[C@H]1N(CCCC1)C(C1=C(C=CC=C1)CO)=O